N-[3,5-bis(trifluoromethyl)phenyl]-5-chloro-2-hydroxybenzamide FC(C=1C=C(C=C(C1)C(F)(F)F)NC(C1=C(C=CC(=C1)Cl)O)=O)(F)F